O[C@@H]1C[C@H](N(C1)C([C@H](C(C)(C)C)NC(CCN1N=NC=C1)=O)=O)C(NCC1=CC=C(C=C1)C1=C(N=CS1)C)=O 1-(3-(((S)-1-((2S,4R)-4-hydroxy-2-((4-(4-methylthiazol-5-yl)Benzyl)carbamoyl)pyrrolidin-1-yl)-3,3-dimethyl-1-oxobutan-2-yl)amino)-3-oxopropyl)-1H-1,2,3-triazole